(S)-2-((2-methoxy-4-(4-(4-methylpiperazin-1-yl)piperidin-1-yl)phenyl)amino)-4-(3-phenylisoxazolidin-2-yl)-7H-pyrrolo[2,3-d]pyrimidine-5-carbonitrile COC1=C(C=CC(=C1)N1CCC(CC1)N1CCN(CC1)C)NC=1N=C(C2=C(N1)NC=C2C#N)N2OCC[C@H]2C2=CC=CC=C2